7,8-difluoro-N-[3-methyl-1-(2-pyridylmethyl)but-2-enyl]quinoline-3-carboxamide FC1=CC=C2C=C(C=NC2=C1F)C(=O)NC(C=C(C)C)CC1=NC=CC=C1